3-(3-(3-((3-(2-carboxy-2-(pyrrolidin-3-yl)ethyl)benzyl)(2-(3-(2-carboxy-2-(pyrrolidin-3-yl)ethyl)phenoxy)ethyl)amino)-3-oxopropyl)phenyl)-2-(pyrrolidin-3-yl)propanoic acid C(=O)(O)C(CC=1C=C(CN(C(CCC=2C=C(C=CC2)CC(C(=O)O)C2CNCC2)=O)CCOC2=CC(=CC=C2)CC(C2CNCC2)C(=O)O)C=CC1)C1CNCC1